C1(CC1)C=1C=C(C=CC1)C1=CC(=CC=C1)C(C(=O)N1CC2=C(N=C(NC2=O)C2(CC2)C2=CC=CC=C2)CC1)O 6-(2-(3'-cyclopropyl-[1,1'-biphenyl]-3-yl)-2-hydroxyacetyl)-2-(1-phenylcyclopropyl)-5,6,7,8-tetrahydropyrido[4,3-d]pyrimidin-4(3H)-one